FC=1C(=NC=C(C1)C(F)(F)F)C=O 3-fluoro-5-(trifluoromethyl)picolinaldehyde